(3S,5S)-5-(2-(3-(methoxymethyl)-1-methyl-1H-pyrazole-5-carboxamido)thiazol-5-yl)tetrahydrofuran-3-yl (1-methylcyclopropyl)carbamate CC1(CC1)NC(O[C@@H]1CO[C@@H](C1)C1=CN=C(S1)NC(=O)C1=CC(=NN1C)COC)=O